C(CCCC[C@@H]1SC[C@@H]2NC(=O)N[C@H]12)(=O)NCCCCNC(=O)C1CCC(CC1)CN1C(C=CC1=O)=O 1-biotinamido-4-[4'-(maleimidomethyl)cyclohexane-carboxamido]butane